N-(4-(3-hydroxyoxetan-3-yl)phenyl)-2-(4-(trifluoromethyl)phenyl)-6,7-dihydrothiazolo[5,4-c]pyridine-5(4H)-carboxamide OC1(COC1)C1=CC=C(C=C1)NC(=O)N1CC2=C(CC1)N=C(S2)C2=CC=C(C=C2)C(F)(F)F